NC1=CC=C(C=C1)C1(CC(C2=CC=C(C=C12)N)(C1=CC=CC=C1)C1=CC=CC=C1)C 3-(4-aminophenyl)-2,3-dihydro-3-methyl-1,1-diphenyl-1H-inden-5-amine